(R)-1-(2-Chlorophenyl)-2-methylpropan-1-amine ClC1=C(C=CC=C1)[C@@H](C(C)C)N